N'-(2-chloro-4-((3-fluorophenyl)amino)-5-methylphenyl)-N-ethyl-N-methylformimidamide ClC1=C(C=C(C(=C1)NC1=CC(=CC=C1)F)C)N=CN(C)CC